5-[(4R)-7-chloro-10-[3-(4-chloro-3,5-dimethyl-phenoxy)propyl]-6-(4,6-dimethylpyrimidin-5-yl)-4-methyl-1-oxo-3,4-dihydropyrazino[1,2-a]indol-2-yl]naphthalene-1-carboxylic Acid ClC=1C=CC=2C(=C3N(C2C1C=1C(=NC=NC1C)C)[C@@H](CN(C3=O)C3=C1C=CC=C(C1=CC=C3)C(=O)O)C)CCCOC3=CC(=C(C(=C3)C)Cl)C